[Cl-].C(C)(C)(C)C1=CC=C(C=C1)[S+](C1=CC=C(C=C1)F)C1=CC=C(C=C1)C(C)(C)C bis(4-tert-butylphenyl)-(4-fluorophenyl)sulfonium chloride